methylene-6-((5-isopropyl-1-(3,5-difluorobenzyl)imidazol-4-yl)methylene)piperazine-2,5-dione C=C1C(NC(C(N1)=O)=CC=1N=CN(C1C(C)C)CC1=CC(=CC(=C1)F)F)=O